1-(4-phenyl-5,6-dihydro-4H-pyrrolo[1,2-b]pyrazol-2-yl)propan-1-one C1(=CC=CC=C1)C1CCN2N=C(C=C21)C(CC)=O